5-[2-chloro-4-(cyanomethoxy)-3-fluoro-phenyl]-N-[3-chloro-4-[4-[(3R)-pyrrolidine-3-carbonyl]piperazine-1-carbonyl]phenyl]-1-methyl-imidazole-2-carboxamide ClC1=C(C=CC(=C1F)OCC#N)C1=CN=C(N1C)C(=O)NC1=CC(=C(C=C1)C(=O)N1CCN(CC1)C(=O)[C@H]1CNCC1)Cl